FC1(CC1)C(=O)N[C@@H](CC1=CC(=CC=C1)OC)C (R)-1-fluoro-N-(1-(3-methoxyphenyl)propane-2-yl)cyclopropanecarboxamide